(S)-1-(3-chloro-5-fluorophenyl)-5,5-difluoro-3-(thiophen-2-yl)-4,5,6,7-tetrahydro-1H-indol-4-ol ClC=1C=C(C=C(C1)F)N1C=C(C=2[C@@H](C(CCC12)(F)F)O)C=1SC=CC1